[Li].[Ti].[Co] cobalt titanium-lithium